NCSCCCSCCSCCCSCCC 1-Aza-3,7,10,14-tetrathia-heptadecane